C1(CC2C(CC1)O2)CC(C(C(=O)O)(C(=O)O)C(=O)O)(CC)C(=O)O (3,4-epoxycyclohexylmethyl)butane-tetracarboxylic acid